C(C)(C)(C)OC(NC[C@H]1CN(CCC1)C1=C(C(=CC=C1N)OC1=CC=CC=C1)C(F)(F)F)=O ({(3S)-1-[6-amino-3-phenoxy-2-(trifluoromethyl)phenyl]Piperidin-3-yl}methyl)carbamic acid tert-butyl ester